C1(CC1)C1=C(C(=NO1)C1=NN(C2=C1C(=NC=C2)NCC2=C(C=C(C=C2)OC)OC)C(C)C)C2=NC=C(C=N2)C=2CCN(CC2)C(=O)OC(C)(C)C tert-butyl 4-[2-[5-cyclopropyl-3-[4-[(2,4-dimethoxyphenyl)methylamino]-1-isopropyl-pyrazolo[4,3-c]pyridin-3-yl]isoxazol-4-yl]pyrimidin-5-yl]-3,6-dihydro-2H-pyridine-1-carboxylate